BrC=1C=C2C=CN(C(C2=CC1F)=O)C[C@]1(C[C@H](CCC1)NC=1C=NN(C(C1C(F)(F)F)=O)COCC[Si](C)(C)C)O 6-bromo-7-fluoro-2-(((1S,3S)-1-hydroxy-3-((6-oxo-5-(trifluoromethyl)-1-((2-(trimethylsilyl)ethoxy)methyl)-1,6-dihydropyridazin-4-yl)amino)cyclohexyl)methyl)isoquinolin-1(2H)-one